ClC=1C(=CC(=NC1)NC1=CC=CC=C1)N1C=NC(=C1)C(=O)NC(CO)C1=CC(=CC=C1)Cl 1-(5-chloro-2-(phenyl-amino)pyridin-4-yl)-N-(1-(3-chlorophenyl)-2-hydroxy-ethyl)-1H-imidazole-4-carboxamide